Cl.FC(CNC(=O)C1CCNCC1)(F)F N-(2,2,2-trifluoroethyl)piperidine-4-formamide hydrochloride